ClCCC(=C(C1=CC=C(C=C1)O)C1=CC=C(C=C1)N1CCC(CC1)CN1C2CN(C(C1)CC2)C=2C=C1C(N(C(C1=CC2)=O)C2C(NC(CC2)=O)=O)=O)C2=CC=C(C=C2)O 5-(5-((1-(4-(4-chloro-1,2-bis(4-hydroxyphenyl)but-1-en-1-yl)phenyl)piperidin-4-yl)methyl)-2,5-diazabicyclo[2.2.2]octan-2-yl)-2-(2,6-dioxopiperidin-3-yl)isoindoline-1,3-dione